(1S,4R)-2-(bicyclo[1.1.1]pent-1-ylmethyl)-5-(2,6-dichloropyrimidin-4-yl)-4-(hydroxymethyl)-2,5-diazabicyclo[2.2.1]heptan-3-one C12(CC(C1)C2)CN2[C@@H]1CN([C@](C2=O)(C1)CO)C1=NC(=NC(=C1)Cl)Cl